pyrazine-2-pyrazinamide N1=C(C=NC=C1)C(=O)N.N1=CC=NC=C1